FC(C(=O)[O-])(F)F.C1(=C(C=CC=C1)C(C(=O)OC1C[N+](CC1)(C)C)OC1=CC=C(C=C1)OC)C1=CC=CC=C1 3-[2-Biphenyl-2-yl-2-(4-methoxyphenoxy)-acetoxy]-1,1-Dimethylpyrrolidinium trifluoroacetate